(S)-4-(2-(1-(4-fluorophenyl)-3,4-dihydroisoquinolin-2(1H)-ylsulfonyl)ethyl)quinuclidine FC1=CC=C(C=C1)[C@@H]1N(CCC2=CC=CC=C12)S(=O)(=O)CCC12CCN(CC1)CC2